ClC1=CC=C(C=C1)C1=N[C@H](C=2N(C3=C1C(=C(S3)C)C)C(=NN2)C)CC(=O)NCCC2=C(C=CC=C2)B(O)O (S)-(2-(2-(2-(4-(4-chlorophenyl)-2,3,9-trimethyl-6H-thieno[3,2-f][1,2,4]triazolo[4,3-a][1,4]diazepin-6-yl)acetamido)ethyl)phenyl)boronic acid